2-(pyrimidin-5-yl)acrylic acid N1=CN=CC(=C1)C(C(=O)O)=C